[4-[4-(Trifluoromethoxy)phenyl]-sulfonylmorpholin-2-yl]benzothiophen-2-carboxamid FC(OC1=CC=C(C=C1)S(=O)(=O)N1CC(OCC1)C1=C(SC2=C1C=CC=C2)C(=O)N)(F)F